2-(2-(cyclopropanesulfonylamino)pyrimidin-4-yl)-4-methoxybutyric acid potassium [K].C1(CC1)S(=O)(=O)NC1=NC=CC(=N1)C(C(=O)O)CCOC